Methyl 4-{[(8-hydroxy-5-nitroquinolin-7-yl) (4-methoxyphenyl) methyl] amino}-4-oxobutanoate OC=1C(=CC(=C2C=CC=NC12)[N+](=O)[O-])C(C1=CC=C(C=C1)OC)NC(CCC(=O)OC)=O